ClC1=CC=C(C=C1)[C@@H](NC(=O)N1[C@@H](C(NCC1)=O)C)C=1C=NC(=CC1)C(F)(F)F |o1:7| (2R)-N-((R or S)-(4-chlorophenyl)(6-(trifluoromethyl)pyridin-3-yl)methyl)-2-methyl-3-oxopiperazine-1-carboxamide